C(C1=CC=CC=C1)C=1C(NC2=CC=C(C=C2C1)OC)=O 3-benzyl-6-methoxyquinolin-2(1H)-one